(1RS,3SR)-5'-Bromo-4'-chloro-3-(3,5-dimethyl-1H-pyrazol-1-yl)-1',2'-dihydrospiro[cyclopentane-1,3'-pyrrolo[2,3-b]pyridine] BrC=1C(=C2C(=NC1)NC[C@]21C[C@H](CC1)N1N=C(C=C1C)C)Cl |r|